ClC1=C(C=NC=C1F)C(CCC=C)N 1-(4-chloro-5-fluoropyridin-3-yl)pent-4-en-1-amine